COC1CCC(CC1)C[C@H]1CC[C@@H](N1)[C@H](O)C1=CC(=CC=C1)F (R)-[(2R,5R)-5-{[(1r,4R)-4-methoxycyclohexyl]methyl}-2-pyrrolidinyl](m-fluorophenyl)methanol